1,3,5-triazin N1=CN=CN=C1